5-(4-fluorophenyl)-7-(hydroxymethyl)-3-methylquinoxalin-2(1H)-one FC1=CC=C(C=C1)C1=C2N=C(C(NC2=CC(=C1)CO)=O)C